N-(1-((3-cyanophenyl)amino)isoquinolin-7-yl)-4-(piperidin-1-yl)butanamide C(#N)C=1C=C(C=CC1)NC1=NC=CC2=CC=C(C=C12)NC(CCCN1CCCCC1)=O